FC1(CN(CCC1NC(C1=CC(=C(C=C1)NCC#C)OC)=O)C(=O)OC(C)(C)C)F tert-butyl 3,3-difluoro-4-(3-methoxy-4-(prop-2-yn-1-ylamino)benzamido)piperidine-1-carboxylate